C(C)(C)(C)[Si](OCCC(C)N1C(=CC2=C(C(=CC=C12)C=O)C)C#N)(C)C 1-(3-{[tert-butyl-(dimethyl)silyl]oxy}-1-methylpropyl)-5-formyl-4-methyl-1H-indole-2-carbonitrile